COC1=C(C(=CC=C1)OCC1=CC=C(C=C1)OC)C(C=C(S(=O)(=O)C)S(=O)(=O)C)=O 1-(2-methoxy-6-((4-methoxyphenyl)methoxy)phenyl)-3,3-bis(methylsulfonyl)-2-propen-1-one